FC12CC(C1)(C2)C(=O)O 1-fluorobicyclo[1.1.1]pentane-3-carboxylic acid